1-(2-(4-(4-methyl-3-(trifluoromethyl)phenyl)-1H-imidazol-2-yl)piperidin-1-yl)-2-(methylthio)propan-1-one CC1=C(C=C(C=C1)C=1N=C(NC1)C1N(CCCC1)C(C(C)SC)=O)C(F)(F)F